1-(9Z-hexadecenoyl)-2-(6Z,9Z,12Z-octadecatrienoyl)-glycero-3-phosphocholine CCCCCC/C=C\CCCCCCCC(=O)OC[C@H](COP(=O)([O-])OCC[N+](C)(C)C)OC(=O)CCCC/C=C\C/C=C\C/C=C\CCCCC